C(C(=O)OC)(=O)OC1(CC2(CN(C2)C(=O)C2=CC3=C(N=C(O3)C=3C(=NC(=CC3)OCC3=CC=CC=C3)OCC3=CC=CC=C3)C=C2)CC1)C(F)(F)F 2-(2-(2,6-bis(benzyloxy)pyridin-3-yl)benzo[d]oxazole-6-carbonyl)-6-(trifluoromethyl)-2-azaspiro[3.4]octan-6-yl methyl oxalate